C(C1=CC=CO1)(=O)O furfuroic acid